C(C)(C)(C)OC(=O)N[C@@H](C(C(=O)O)CSC)C (3R)-3-(tert-butoxycarbonylamino)-2-(methylsulfanylmethyl)butanoic acid